C(#N)C=1C=NN2C1C(=CC(=C2)C=2C=NN(C2C)C2CCC(CC2)N(C(OC(C)(C)C)=O)C)O tert-butyl N-[4-[4-(3-cyano-4-hydroxy-pyrazolo[1,5-a]pyridin-6-yl)-5-methyl-pyrazol-1-yl]cyclohexyl]-N-methyl-carbamate